4-((9-ethyl-7,7-difluoro-5-methyl-6-oxo-8H-pyrimido[4,5-b][1,4]diazepin-2-yl)amino)-3-methoxy-benzoic acid C(C)N1C2=C(N(C(C(C1)(F)F)=O)C)C=NC(=N2)NC2=C(C=C(C(=O)O)C=C2)OC